C(C)(C)C=1C=C(C=CC1)C(C(=O)Cl)(C)C 3-isopropylphenyl-methylpropanoyl chloride